C(C)(C)(C)OC(=O)N[C@H](C(=O)N[C@H]1CN(CC1)CCCC(=O)OCC)CCCN1C(=NC=C1)[N+](=O)[O-] ethyl 4-[(3R)-3-[(2S)-2-{[(tert-butoxy)carbonyl]amino}-5-(2-nitro-1H-imidazol-1-yl)pentanamido] pyrrolidin-1-yl]butanoate